14-(cyclopropylmethyl)-3-(2-(pyrimidin-2-yl)ethyl)-2,3,4,5,6,7-hexahydro-6,11b-(epiminoethano)naphtho[1,2-d]azepine-5a,10(1H)-diol C1(CC1)CN1CCC23CCN(CCC2(C1CC1=CC=C(C=C13)O)O)CCC1=NC=CC=N1